NC=1C=2N(C3=CC(=CC=C3N1)C(=O)N1[C@@H]3[C@H](CCC1)OCC=1C=C(C=CC13)OC(F)F)C=NC2 |r| Rac-(4-aminoimidazo[1,5-a]quinoxalin-8-yl)((4aS,10bS)-8-(difluoromethoxy)-2,3,4,4a,6,10b-hexahydro-1H-isochromeno[4,3-b]pyridin-1-yl)methanone